7-Fluoro-1,4,4-trimethyl-8-(1-methyl-1H-pyrrolo[2,3-b]pyridin-3-yl)-9-(trifluoromethyl)-5H-[1,2,4]triazolo[4,3-a]quinoxaline FC=1C=C2NC(C=3N(C2=C(C1C1=CN(C2=NC=CC=C21)C)C(F)(F)F)C(=NN3)C)(C)C